ON1C(C=C(C=C1CC(CC(C)(C)C)C)C)=O 1-Hydroxy-4-methyl-6-(2,4,4-trimethyl-pentyl)-2-pyridon